hydroxyoxygen O[O]